The molecule is a cholestanoyl-CoA formed by thioester linkage between 3alpha,7alpha,12alpha,24-tetrahydroxy-5beta-cholestan-26-oic acid and coenzyme A. It has a role as a bile acid metabolite, a human metabolite and a mouse metabolite. C[C@H](CCC(C(C)C(=O)SCCNC(=O)CCNC(=O)[C@@H](C(C)(C)COP(=O)(O)OP(=O)(O)OC[C@@H]1[C@H]([C@H]([C@@H](O1)N2C=NC3=C(N=CN=C32)N)O)OP(=O)(O)O)O)O)[C@H]4CC[C@@H]5[C@@]4([C@H](C[C@H]6[C@H]5[C@@H](C[C@H]7[C@@]6(CC[C@H](C7)O)C)O)O)C